4-(5-chloro-1-benzofuran-2-yl)piperidine ClC=1C=CC2=C(C=C(O2)C2CCNCC2)C1